1-hydroxydecanoyl-β-hydroxydecanoate OC(C(CCCCCCCC)OC(CC(CCCCCCC)O)=O)=O